ClC1=C2C(=C(C=C1)O)N(CC21CCN(CC1)CC(C)(C)C)C1=C(C=CC=C1)NC(=O)NC=1SC2=NC(=CC=C2N1)Cl l-2-[4-chloro-1'-(2,2-dimethylpropyl)-7-hydroxy-1,2-dihydrospiro[indole-3,4'-piperidine]-1-yl]phenyl-3-5-chloro-[1,3]thiazolo[5,4-b]pyridin-2-ylurea